ClC1=C(C=CC(=C1F)OC)C1=CN=C(N1C)C(=O)NC1=CC(=C(C=C1)C(=O)N1CCN(CC1)C(C[C@H]1CNCC1)=O)Cl 5-(2-chloro-3-fluoro-4-methoxy-phenyl)-N-[3-chloro-4-[4-[2-[(3S)-pyrrolidin-3-yl]acetyl]piperazine-1-carbonyl]phenyl]-1-methyl-imidazole-2-carboxamide